1-hexadecyl-3-vinylimidazole C(CCCCCCCCCCCCCCC)N1CN(C=C1)C=C